FC(C(=O)O)(F)F.O=C1N(CCC(N1)=O)C1=C(C=C(OCC(=O)N2CCC(CC2)C2CCN(CC2)CC(=O)O)C=C1)C 2-[4-[1-[2-[4-(2,4-Dioxohexahydropyrimidin-1-yl)-3-methyl-phenoxy]acetyl]-4-piperidyl]-1-piperidyl]acetic acid trifluoroacetate